1,2,3,4,5-pentahydroxycyclohexan OC1C(C(C(C(C1)O)O)O)O